((4-nitro-1,2-phenylene)bis(oxy))bis(undecan-1-ol) [N+](=O)([O-])C1=CC(=C(C=C1)OCCCCCCCCCCCO)OCCCCCCCCCCCO